[3-(tert-butoxycarbonyl)pyrazol-1-yl]Acetic acid C(C)(C)(C)OC(=O)C1=NN(C=C1)CC(=O)O